N-methylthiocarbamoyl chloride CNC(=S)Cl